(6R,7R)-7-cyclopropyl-6-methyl-2-[(3R)-3-methylmorpholin-4-yl]-6,7-dihydro-5H-pyrazolo[1,5-a]pyrazin-4-one C1(CC1)[C@@H]1[C@H](NC(C=2N1N=C(C2)N2[C@@H](COCC2)C)=O)C